C1(=CC=CC=C1)C1CC=C2C1=NN=C2 6-phenyl-5,6-dihydrocyclopenta[c]pyrazol